2-pentyl-9,10-bis(tert-butoxycarbonylmethyloxymethylene)anthracene C(CCCC)C1=CC=2C(C3=CC=CC=C3C(C2C=C1)=COCC(=O)OC(C)(C)C)=COCC(=O)OC(C)(C)C